tin-tellurium [Te].[Sn]